O1C[C@@]12CC1(OCCO1)CCC2 |r| rac-1,6,9-trioxadispiro[2.1.45.33]dodecane